7-methoxy-N-(pentan-2-yl)-6-[3-(pyrrolidin-1-yl)propoxy]-1H,2H,3H-cyclopenta[b]quinolin COC1=CC=2C=C3C(N(C2C=C1OCCCN1CCCC1)C(C)CCC)CCC3